O1C(CC1)CN(C1=CC=CC=C1)C(=O)C1CC1 N-(oxetan-2-ylmethyl)cyclopropan-1-carbanilide